CO[C@H]1[C@@H](CN(C1)C)OC=1N=C(C2=C(N1)C=NC(=C2)C)N2CCNCC2 [(3R,4R)-4-methoxy-1-methylpyrrolidin-3-yl]oxyl-6-methyl-4-(piperazin-1-yl)pyrido[3,4-d]pyrimidine